3',6'-dihydroxy-3-oxo-3H-spiro[isobenzofuran-1,9'-xanthene]-6-carboxylic acid OC=1C=CC=2C3(C4=CC=C(C=C4OC2C1)O)OC(C1=CC=C(C=C13)C(=O)O)=O